C(C1=CC=CC=C1)OC1=CC(=C(C=C1)NC=1C=C(C=CC1)S(=O)(=O)NCCC1CCCCC1)C(F)(F)F 3-{[4-(Benzyloxy)-2-(trifluoromethyl)phenyl]amino}-N-(2-cyclohexylethyl)benzene-1-sulfonamide